tert-butyl (R)-3-(3-((6-((R)-3-(2,3-difluorophenyl)isoxazolidin-2-yl)pyrimidin-4-yl)amino)phenyl)isoxazolidin-2-carboxylate FC1=C(C=CC=C1F)[C@@H]1N(OCC1)C1=CC(=NC=N1)NC=1C=C(C=CC1)[C@@H]1N(OCC1)C(=O)OC(C)(C)C